N-((5-amino-3-ethynyl-6-methyl-1H-pyrrolo[3,2-b]pyridin-2-yl)methyl)benzamide NC1=C(C=C2C(=N1)C(=C(N2)CNC(C2=CC=CC=C2)=O)C#C)C